C(C1=CC=CC=C1)N(C(C(N)=O)=O)CC1=C(C=C(C=C1)Cl)C N'-benzyl-N'-[(4-chloro-2-methyl-phenyl)methyl]oxamide